1-[[4-[2-[(2,6-dimethylpyrimidin-4-yl)amino]pyrazolo[1,5-a]pyridin-5-yl]-6-methyl-3-pyridyl]oxymethyl]cyclobutanol CC1=NC(=CC(=N1)NC1=NN2C(C=C(C=C2)C2=C(C=NC(=C2)C)OCC2(CCC2)O)=C1)C